B(C#N)(C#N)C#N.[Fe].[Nd].ClC1=C(C(=CC=C1)Cl)C=1C2=CC=C(N2)C(=C2C=CC(C(=C3C=CC(=C(C=4C=CC1N4)C4=C(C=CC=C4Cl)Cl)N3)C3=C(C=CC=C3Cl)Cl)=N2)C2=C(C=CC=C2Cl)Cl 5,10,15,20-tetrakis(2,6-dichlorophenyl)porphyrin neodymium iron boron cyanide